C(C)N1C(C=CC(=C1C1=C(C=C(C=C1F)F)F)N1N=CN=C1)=O 1-ethyl-5-(1H-1,2,4-triazol-1-yl)-6-(2,4,6-trifluorophenyl)pyridin-2(1H)-one